6-((4-((5-Cyclopropyl-3-(2-(trifluoromethyl)phenyl)isoxazol-4-yl)methoxy)bicyclo[2.2.2]octan-1-yl)methoxy)-4-methoxychinolin C1(CC1)C1=C(C(=NO1)C1=C(C=CC=C1)C(F)(F)F)COC12CCC(CC1)(CC2)COC=2C=C1C(=CC=NC1=CC2)OC